3-(5-Bromo-2-oxobenzo[d]oxazol-3(2H)-yl)piperidine-2,6-dione BrC=1C=CC2=C(N(C(O2)=O)C2C(NC(CC2)=O)=O)C1